C(C)(C)(C)OC(=O)N[C@H]1CN(CCC1)CC=1C=CC(=C(C(=O)[O-])C1)F (R)-5-((3-((tert-butoxycarbonyl) amino) piperidin-1-yl)methyl)-2-fluorobenzoate